BrC1=CC(=C(C(=C1)C)C(C)(C)O)CO 2-(4-bromo-2-(hydroxymethyl)-6-methylphenyl)propan-2-ol